N-(2-((2'-(2-hydroxyethoxy)-[1,1'-biphenyl]-3-yl)methyl)pyrrolidin-3-yl)ethanesulfonamide hydrochloride Cl.OCCOC1=C(C=CC=C1)C1=CC(=CC=C1)CC1NCCC1NS(=O)(=O)CC